(S)-1-(4-((1-(5-(3,5-difluorophenyl)-4,5-dihydro-1H-pyrazole-1-carbonyl)azetidin-3-yl)oxy)-5-fluoropyrimidin-2-yl)-1H-pyrrole-2-carbonitrile FC=1C=C(C=C(C1)F)[C@@H]1CC=NN1C(=O)N1CC(C1)OC1=NC(=NC=C1F)N1C(=CC=C1)C#N